O=C1C=2N(CCN1)N=C(C2C=C)C(=O)OCC ethyl 4-oxo-3-vinyl-4,5,6,7-tetrahydropyrazolo[1,5-a]pyrazine-2-carboxylate